N-(4-bromo-3-{[(dimethylamino)methylene]sulfamoyl}phenyl)-2-(2-chlorophenyl)acetamide BrC1=C(C=C(C=C1)NC(CC1=C(C=CC=C1)Cl)=O)S(N=CN(C)C)(=O)=O